C(C)OC1=CSC(=C1)C1=NC=NC(=C1)NCCC=1C2=C(SC1C)C(=CC=C2F)C 3-Ethoxy-5-{6-[2-(4-fluoro-2,7-dimethyl-benzo[b]thiophen-3-yl)-ethylamino]-pyrimidin-4-yl}-thiophen